6-bromo-4-methyl-3,4-dihydroisoquinoline BrC=1C=C2C(CN=CC2=CC1)C